2-[[3-bromo-5-(4-cyclopropyl-6-methoxy-pyrimidin-5-yl)pyrazolo[4,3-d]pyrimidin-2-yl]methoxy]ethyl-trimethyl-silane BrC=1N(N=C2C1N=C(N=C2)C=2C(=NC=NC2OC)C2CC2)COCC[Si](C)(C)C